N1=CC(=CC=C1)CN1C(=NC=2C1=NC=CC2)C=2C(=NON2)N 4-[3-(pyridin-3-ylmethyl)imidazo[4,5-b]pyridin-2-yl]-1,2,5-oxadiazol-3-amine